4-(2-(2,4-difluorophenoxy)-5-(2-hydroxypropan-2-yl)phenyl)-6-methyl-7-oxo-N-(1-(trifluoromethyl)cyclopropyl)-6,7-dihydrothieno[2,3-c]pyridine-2-carboxamide FC1=C(OC2=C(C=C(C=C2)C(C)(C)O)C=2C3=C(C(N(C2)C)=O)SC(=C3)C(=O)NC3(CC3)C(F)(F)F)C=CC(=C1)F